IC1=CC=CC=2N1N=C(N2)N 5-iodo-[1,2,4]triazolo[1,5-a]pyridin-2-amine